(2S)-2-((2-chloro-4-methylpyridin-3-yl)(hydroxy)methyl)morpholine-4-carboxylate ClC1=NC=CC(=C1C([C@@H]1CN(CCO1)C(=O)[O-])O)C